C(C)C=1C=C(C(=O)OC)C=C(C1OC)F methyl 3-ethyl-5-fluoro-4-methoxybenzoate